pentyl N-[4-[[[[(1-methyl-1H-tetrazol-5-yl)phenylmethylene]amino]oxy]methyl]-2-thiazolyl]carbamate CN1N=NN=C1C(C1=CC=CC=C1)=NOCC=1N=C(SC1)NC(OCCCCC)=O